1-[[4-[[2-(trifluoromethyl)-1,3-dioxolan-2-yl]methoxy]phenyl]methyl]-1H-pyrazole-4-carboxylic acid 2-methylpropyl ester CC(COC(=O)C=1C=NN(C1)CC1=CC=C(C=C1)OCC1(OCCO1)C(F)(F)F)C